C(C)(C)(C)C1=C2C(=C(N(C2=CC=C1Cl)C(=O)O)C)C.N(=[N+]=[N-])[C@]1([C@H]([C@H]([C@@H](O1)N1C(=O)NC(=S)C=C1)O)O)CO 1-(4'-azido-β-D-ribofuranosyl)4-thiouracil tert-Butyl-5-chloro-2,3-dimethyl-1H-indole-1-carboxylate